ClC1=CC2=C(N(C(N=C2N2[C@H](CN(CC2)C(C=C)=O)C)=O)C2=C(C=NN2C(C)C)C)N=C1C1=C(C=CC=C1O)F (M)-6-chloro-7-(2-fluoro-6-hydroxyphenyl)-1-(4-methyl-1-(2-propanyl)-1H-pyrazol-5-yl)-4-((2S)-2-methyl-4-(2-propenoyl)-1-piperazinyl)pyrido[2,3-d]pyrimidin-2(1H)-one